N1=CN=CC(=C1)C1=CN2C(S1)=C(C=N2)C(=O)N 2-(pyrimidin-5-yl)pyrazolo[5,1-b]thiazole-7-carboxamide